C(C)(C)(C)OC(=O)N1CCC(CC1)[C@@H](N[S@@](=O)C(C)(C)C)C1=C(C(=C(C=C1O)C)Cl)F.C1(=CC=CC=C1)C=1OC[C@@H](N1)C(C)C (S)-2-phenyl-4-isopropyl-oxazoline tert-butyl-4-[(R)-(3-chloro-2-fluoro-6-hydroxy-4-methylphenyl)([[(S)-2-methylpropane-2-sulfinyl]amino])methyl]piperidine-1-carboxylate